tert-butyl (3R)-3-[[6-(5-methyl-1,3,4-thiadiazol-2-yl)pyridine-3-carbonyl]-(3-methylthieno[3,2-c]pyridin-4-yl)amino]piperidine-1-carboxylate CC1=NN=C(S1)C1=CC=C(C=N1)C(=O)N([C@H]1CN(CCC1)C(=O)OC(C)(C)C)C1=NC=CC2=C1C(=CS2)C